(E)-4-(2-(naphthalen-2-yl)vinyl)benzoic acid C1=C(C=CC2=CC=CC=C12)/C=C/C1=CC=C(C(=O)O)C=C1